hexahydrodiphenyl-methane Ethyl-2-[3-[(3-fluoro-5-methoxycarbonyl-benzoyl)amino]propionylamino]-4-methyl-thiazole-5-carboxylate C(C)OC(=O)C1=C(N=C(S1)NC(CCNC(C1=CC(=CC(=C1)C(=O)OC)F)=O)=O)C.C1(CCCCC1)CC1CCCCC1